5-ethylnicotinic acid C(C)C=1C=NC=C(C(=O)O)C1